tert-butyl N-[(1R)-2-[tert-butyl(dimethyl)silyl]oxy-1-[4-(2-trimethylsilylethynyl)phenyl]ethyl]carbamate [Si](C)(C)(C(C)(C)C)OC[C@@H](C1=CC=C(C=C1)C#C[Si](C)(C)C)NC(OC(C)(C)C)=O